[N+](=O)([O-])C=1C=NN(C1)[C@@H](C#N)C |r| (±)-2-(4-nitropyrazol-1-yl)propionitrile